rac-(4R,5R)-5-amino-2-(methoxymethyl)-4,5,6,7-tetrahydropyrazolo[1,5-a]pyridin-4-ol N[C@H]1[C@H](C=2N(CC1)N=C(C2)COC)O |r|